C1(CCCCC1)CN1N=CC(=C1C)C=1C(=NC(=CC1)N(C=1N=NC(=C(C1)C)N(COCC[Si](C)(C)C)C=1SC2=NC=CC=C2N1)C)C(=O)OC(C)(C)C 2-Tert-butyl 3-(1-(cyclohexylmethyl)-5-methyl-1H-pyrazol-4-yl)-6-(methyl (5-methyl-6-(thiazolo[5,4-b]pyridin-2-yl((2-(trimethylsilyl)ethoxy)methyl)amino)pyridazin-3-yl)amino)picolinate